NC1=CC=C(C=N1)OC=1C=C(C=CC1)NC(=O)NC1=CC(=CC=C1)C 1-(3-((6-aminopyridin-3-yl)oxy)phenyl)-3-(3-methylphenyl)urea